butanedioic acid chloride C(CCC(=O)Cl)(=O)Cl